CN1CCC(CC1)C=1C=NC2=CC(=CC=C2C1)B1OC(C(O1)(C)C)(C)C 3-(1-methylpiperidin-4-yl)-7-(4,4,5,5-tetramethyl-1,3,2-dioxaborolan-2-yl)quinoline